bromo-5-ethyl-1H-imidazole-4-carboxylic acid methyl ester COC(=O)C=1N=CN(C1CC)Br